Cl.FC1=CC=C(C2=C1C=C(O2)C)C(C)(C)N 2-(4-fluoro-2-methylbenzofuran-7-yl)propan-2-amine hydrochloride